5-((7-(((1s,3s)-adamantan-1-yl)amino)heptyl)thio)-2-methyl-4-oxoquinazoline C12(CC3CC(CC(C1)C3)C2)NCCCCCCCSC2=C3C(NC(=NC3=CC=C2)C)=O